C(C)(C)C(C(N(CCCN)CCCN)(C(C)C)C(C)C)(CCN(CCCN)CCCN)C(C)C tetraisopropyl-N,N,N',N'-tetrakis(3-aminopropyl)-1,4-butanediamine